C[N+](CC(NCC#C)=O)(C)C N,N,N-trimethyl-2-oxo-2-(prop-2-yn-1-ylamino)ethan-1-aminium